FC1=C(CN2C(C3=CC=CC(=C3C2([2H])[2H])F)=O)C(=CC(=C1)B1OC(C(O1)(C)C)(C)C)F 2-(2,6-difluoro-4-(4,4,5,5-tetramethyl-1,3,2-dioxaborolan-2-yl)benzyl)-4-fluoroisoindolin-1-one-3,3-d2